Glycinium tetranitropyrrolate [N+](=O)([O-])C1(C(N(C=C1)[N+](=O)[O-])(C(=O)[O-])[N+](=O)[O-])[N+](=O)[O-].[NH3+]CC(=O)O